5-(2,4-difluorophenyl)thiazole-2-carboxamide FC1=C(C=CC(=C1)F)C1=CN=C(S1)C(=O)N